1-(4-(N,N-diethylsulfamoyl)-2-nitrophenyl)piperidine-4-carboxylic acid C(C)N(S(=O)(=O)C1=CC(=C(C=C1)N1CCC(CC1)C(=O)O)[N+](=O)[O-])CC